CC1=NN=C(O1)CO (5-methyl-1,3,4-oxadiazol-2-yl)-(R/S)-methanol